C([C@H](C([C@H](CO)O)O)O)O (2R,3S,4S)-pentane-1,2,3,4,5-penta-ol